CN(C(=O)N1CCC(CC1)(C(=O)O)CC(N(C1=CC=CC=C1)C1=CC=CC=C1)=O)CCCCC 1-[methyl(pentyl)carbamoyl]-4-[2-oxo-2-(N-phenylanilino)ethyl]piperidine-4-carboxylic acid